3-(3-[[(tert-butyldimethylsilyl)oxy]methyl]-5-(2-hydroxyethyl)phenyl)-2-(pyridin-2-yl)prop-2-enenitrile [Si](C)(C)(C(C)(C)C)OCC=1C=C(C=C(C1)CCO)C=C(C#N)C1=NC=CC=C1